(2-((2R,3R,4S,5S,6R)-3,4,5-triacetoxy-6-(4-(3-(hex-5-yn-1-yl)ureido)-3-methylphenoxy)tetrahydro-2H-pyran-2-yl)ethyl)phosphonic acid C(C)(=O)O[C@@H]1[C@H](O[C@@H]([C@H]([C@H]1OC(C)=O)OC(C)=O)OC1=CC(=C(C=C1)NC(=O)NCCCCC#C)C)CCP(O)(O)=O